N-[(3R,4S)-1-[1-(3,3-difluorocyclopentyl)ethyl]-4-fluoropyrrolidin-3-yl]-2-methoxypyridine-3-carboxamide FC1(CC(CC1)C(C)N1C[C@H]([C@H](C1)F)NC(=O)C=1C(=NC=CC1)OC)F